FC=1C=C(C=CC1C1CC2COCC(C1)C2=O)NC(OC(C)(C)C)=O tert-butyl N-[3-fluoro-4-(9-oxo-3-oxabicyclo[3.3.1]nonan-7-yl)phenyl]carbamate